C(CCCCCCCCCCCCCCCCCCCCC)O docosanol